1-ethyl-propylbenzene C(C)C(CC)C1=CC=CC=C1